8-vinylpyrido[4,3-d]pyrimidin-7(6H)-one C(=C)C=1C(NC=C2C1N=CN=C2)=O